[Ru].N1=C(C=NC=C1)C1=NC=CN=C1 (2,2'-bipyrazinyl) ruthenium